5-chloro-2-(difluoromethyl)-N-((1r,4r)-4-((3-(4-methoxy-phenyl)-2-oxo-2,3-dihydro-1H-imidazo[4,5-b]pyridin-1-yl)methyl)cyclohexyl)nicotinamide ClC=1C=NC(=C(C(=O)NC2CCC(CC2)CN2C(N(C3=NC=CC=C32)C3=CC=C(C=C3)OC)=O)C1)C(F)F